C(CCCCCCCCCCC)(=O)[O-].C(CCCCCCCCCCC)(=O)[O-].C(CCCCC)[Sn+2]CCCCCC dihexyltin dilaurate